N1-(3-aminopropyl)-N1-methyl-N3-(2-(3-(piperazin-1-yl)phenyl)quinolin-4-yl)propane-1,3-diamine NCCCN(CCCNC1=CC(=NC2=CC=CC=C12)C1=CC(=CC=C1)N1CCNCC1)C